COC(=O)C1=CC=C2N=C(C=3N(C2=C1)C(=NC3C)C)NCC3=C(C=C(C=C3)OC)OC 4-((2,4-dimethoxybenzyl)amino)-1,3-dimethylimidazo[1,5-a]quinoxaline-8-Formic acid methyl ester